5-(2-((5-fluorobenzo[d]thiazol-2-yl)amino)acetamido)-N-hydroxypentanamide FC=1C=CC2=C(N=C(S2)NCC(=O)NCCCCC(=O)NO)C1